OC1=C(N(S(C2=C1C=CC=C2)(=O)=O)C)C(=O)NC=2SC(=CN2)C 4-hydroxy-2-methyl-N-(5-methyl-2-thiazolyl)-2H-1,2-benzothiazine-3-carboxamide 1,1-dioxide